CN1C=CC=2C1=CN=CC2 methyl-1H-pyrrolo[2,3-c]pyridine